BrC=1C=C(C=C(C1)C=1C(=CC=CC1)C1=CC=C(C=C1)C1=NC=CC=C1)C=1C(=CC=CC1)C1=CC=C(C=C1)C1=NC=CC=C1 2,2'-(5''-bromo[1,1':2',1'':3'',1''':2''',1''''-quinquephenyl]-4,4''''-diyl)bis-pyridine